5-(3-chloropropoxy)benzonitrile ClCCCOC=1C=CC=C(C#N)C1